[Si](C)(C)(C(C)(C)C)OC=1C=C(C=CC1)C(CC#C)O 1-[3-[tert-butyl(dimethyl)silyl]oxyphenyl]but-3-yn-1-ol